[1-(fluoromethyl)cyclopropyl]-1-methyl-3-(5-methyl-1,3,4-thiadiazol-2-yl)-2-oxo-benzimidazole-5-sulfonamide FCC1(CC1)C1=C(C=CC=2N(C(N(C21)C=2SC(=NN2)C)=O)C)S(=O)(=O)N